2-{3-[(3S)-3-tert-butylpiperazin-1-yl]-1,2,4-triazin-6-yl}-5-(1,2,4-thiadiazol-3-yl)phenol C(C)(C)(C)[C@H]1CN(CCN1)C=1N=NC(=CN1)C1=C(C=C(C=C1)C1=NSC=N1)O